C1(=CC=CC=C1)CC=C[Pd]Cl phenylpropenyl-palladium chloride